COCCOC=1C(OC(=CC1NC1=CC=CC=C1)C(=O)N)=O 3-(2-methoxyethoxy)-2-oxo-4-(phenylamino)-2H-pyran-6-carboxamide